ClC=1C=C2C(=C(C(N(C2=NC1Cl)C=1C(=NC=CC1C)C(C)C)=O)C#N)N1[C@H](CN(CC1)C(=O)OC(C)(C)C)C Tert-butyl (S)-4-(6,7-dichloro-3-cyano-1-(2-isopropyl-4-methylpyridin-3-yl)-2-oxo-1,2-dihydro-1,8-naphthyridin-4-yl)-3-methylpiperazine-1-carboxylate